C=1(C(=CC=CC1)CCC(=O)O)C1=CC=CC=C1 2-Biphenyl-propionic acid